[2H]P([O-])([O-])[O-].[K+].[K+].[K+] potassium deuterophosphite